The molecule is a member of the class of naphthoic acids that is 1-naphthoic acid substituted at positions 3 and 5 by hydroxy and methyl groups respectively. It has a role as a bacterial metabolite. It is a naphthoic acid and a member of naphthols. It is a conjugate acid of a 3-hydroxy-5-methyl-1-naphthoate. CC1=C2C=C(C=C(C2=CC=C1)C(=O)O)O